1-butyl-1-methylpyrrolidinium triflate [O-]S(=O)(=O)C(F)(F)F.C(CCC)[N+]1(CCCC1)C